2,4,5-tribromo-1-(difluoromethyl)-1H-imidazole BrC=1N(C(=C(N1)Br)Br)C(F)F